N-benzyl-2-((2-(naphthalen-2-ylamino)-2-oxoethyl)amino)benzamide C(C1=CC=CC=C1)NC(C1=C(C=CC=C1)NCC(=O)NC1=CC2=CC=CC=C2C=C1)=O